C(C)C1(OC2=C(C(C1)=O)C=C(C=C2)C=2SC(=NN2)C2=CC1=C(N(N=N1)C(C)C)C=C2)CC 2,2-diethyl-6-{5-[1-(propan-2-yl)-1H-1,2,3-benzotriazol-5-yl]-1,3,4-thiadiazol-2-yl}-3,4-dihydro-2H-1-benzopyran-4-one